C(C)(C)(C)OC(=O)NC1C(CN(CC1)C=1C2=C(N=CN1)C(=CS2)C)C N-(tert-Butoxycarbonyl)-3-methyl-1-(7-methylthieno[3,2-d]pyrimidin-4-yl)-4-piperidylamine